Z-methoxyiminofuranacetic acid CO\N=C(/C(=O)O)\C=1OC=CC1